FC=1C=CC2=C(N=C(S2)CN2CN(C3=C2C=CC=C3)[C@H](COC)CC3=CC=C(C=C3)C)C1 (S)-1-((5-fluorobenzo[d]thiazol-2-yl)methyl)-3-(1-methoxy-3-p-tolylpropan-2-yl)-1H-benzo[d]imidazol